4-chloro-2-fluoro-3-(((3-methyl-1-(tetrahydro-2H-pyran-2-yl)-1H-pyrazolo[3,4-b]pyridin-5-yl)oxy)methyl)aniline ClC1=C(C(=C(N)C=C1)F)COC=1C=C2C(=NC1)N(N=C2C)C2OCCCC2